4-(4-bromo-2-chlorophenoxy)benzaldehyde BrC1=CC(=C(OC2=CC=C(C=O)C=C2)C=C1)Cl